N-(4-(aminomethyl)cyclohexyl)-6-(4-(trifluoromethyl)piperidin-1-yl)pyridin-3-amine NCC1CCC(CC1)NC=1C=NC(=CC1)N1CCC(CC1)C(F)(F)F